FC1=C(C(=N)N)C=C(C=C1)OC=1C(=C2C=CNC2=CC1F)SC 2-fluoro-5-[(6-fluoro-4-methylsulfanyl-1H-indol-5-yl)oxy]benzamidine